zirconium diacetoacetate bis(ethylacetoacetate) C(C)CC(CC(=O)[O-])=O.C(C)CC(CC(=O)[O-])=O.C(CC(=O)C)(=O)[O-].C(CC(=O)C)(=O)[O-].[Zr+4]